azabicyclo[3.1.1]heptane-formate C12(NCCC(C1)C2)C(=O)[O-]